COC=1C(=CC2=C(N=C(S2)/C=C/C=C/C2=CC=C(C=C2)NC(C)=O)C1)O[11CH3] N-(4-((1E,3E)-4-(5-methoxy-6-[11C]methoxybenzo[d]thiazole-2-yl)buta-1,3-dienyl)phenyl)acetamide